5-methyl-2-pentyl-3-(2-hydroxyethyl)-1H-indole-6-carboxylic acid methyl ester COC(=O)C1=C(C=C2C(=C(NC2=C1)CCCCC)CCO)C